6-[1-(2-bromopyridin-4-yl)piperidin-4-yl]hexan-1-ol BrC1=NC=CC(=C1)N1CCC(CC1)CCCCCCO